N-(5-methyloxazol-2-yl)propionamide CC1=CN=C(O1)NC(CC)=O